C(C)(C)(C)OC(=O)N1C=CC2=C(C(=CC(=C12)C)OC)C=O 4-formyl-5-methoxy-7-Methyl-1H-indole-1-carboxylic acid tert-butyl ester